(R)-5-(pyrazin-2-yl)-4-(4-(trifluoromethyl)pyrazolo[1,5-a]pyridin-2-yl)-4,5,6,7-tetrahydro-1H-imidazo[4,5-c]pyridine N1=C(C=NC=C1)N1[C@H](C2=C(CC1)NC=N2)C2=NN1C(C(=CC=C1)C(F)(F)F)=C2